ClC1=CC=C(C=C1)C1=NC(=CC2=C1NC1=CC=CC=C21)C(=O)NC2=C(C=CC=C2C)C 1-(4-Chlorophenyl)-N-(2,6-dimethylphenyl)-9H-pyrido[3,4-b]indol-3-amide